carbamimidoyl-carbamic acid 3-{6-[3-(2,2-difluoroethoxy) azetidin-1-yl]-5-fluoropyridin-3-yl}-2-fluorobenzyl ester FC(COC1CN(C1)C1=C(C=C(C=N1)C=1C(=C(COC(NC(N)=N)=O)C=CC1)F)F)F